3-((1-(4-Fluorobenzyl)piperidin-4-yl)(thiophen-3-yl)amino)phenol FC1=CC=C(CN2CCC(CC2)N(C=2C=C(C=CC2)O)C2=CSC=C2)C=C1